ClC1=C(C=C(C=C1)N1CCC(CC1)C(=O)NCC1=C(C(=C(C=C1)C(F)(F)F)C=1NC(C=C(N1)C(F)(F)F)=O)F)F 1-(4-chloro-3-fluorophenyl)-N-{2-fluoro-3-[6-oxo-4-(trifluoromethyl)-1,6-dihydropyrimidin-2-yl]-4-(trifluoromethyl)benzyl}piperidine-4-carboxamide